F[C@@H]1C[C@@]2(CCCN2C1)COC=1C(=C2C=C(N=C(C2=CN1)N1CCC1)C1=CC(=CC2=CC=C(C(=C12)C#C[Si](C(C)C)(C(C)C)C(C)C)F)OCOC)F 6-{[(2R,7aS)-2-fluoro-hexahydropyrrolizin-7a-yl]methoxy}-1-(azetidin-1-yl)-5-fluoro-3-[7-fluoro-3-(methoxymethoxy)-8-[2-(triisopropylsilyl)ethynyl]naphthalen-1-yl]-2,7-naphthyridine